2-(2-(cyclopropanesulfonylamino)pyrimidin-4-yl)-2-methyl-N-(4-(5-(trifluoromethyl)pyridin-3-yl)phenyl)propanamide C1(CC1)S(=O)(=O)NC1=NC=CC(=N1)C(C(=O)NC1=CC=C(C=C1)C=1C=NC=C(C1)C(F)(F)F)(C)C